1-(7-bromobenzofuran-5-yl)ethanol BrC1=CC(=CC=2C=COC21)C(C)O